ClC=1C(=C(C=CC1)NC(=S)C=1C(NCCC1NCC1=C(C=NC=C1)OCC1OCC1(C)C)=O)OC(F)F N-[3-chloro-2-(difluoromethoxy)phenyl]-4-{[(3-{[3,3-dimethyloxetan-2-yl]methoxy}pyridin-4-yl)methyl]amino}-2-oxo-1,2,5,6-tetrahydropyridine-3-carbothioamide